(2S)-1,4-bis[2-(4-chloro-3-fluorophenoxy)acetamido]bicyclo[2.2.2]octan-2-yl dihydrogen Phosphate P(=O)(O[C@@H]1C2(CCC(C1)(CC2)NC(COC2=CC(=C(C=C2)Cl)F)=O)NC(COC2=CC(=C(C=C2)Cl)F)=O)(O)O